O\N=C(\C)/Cl (Z)-N-hydroxyacetimidoyl chloride